(E)-N-(4-(6-(Dimethylamino)pyridin-3-yl)benzyl)-N-(3-(2-(oxazol-2-yl)vinyl)phenyl)cyclohexanecarboxamide CN(C1=CC=C(C=N1)C1=CC=C(CN(C(=O)C2CCCCC2)C2=CC(=CC=C2)\C=C\C=2OC=CN2)C=C1)C